N-(1-hydroxy-3-(1H-imidazol-4-yl)propan-2-yl)cyclopropanecarboxamide OCC(CC=1N=CNC1)NC(=O)C1CC1